4-(glycinoyloxy)butanoic acid NCC(=O)OCCCC(=O)O